ClC1=NC=C2C=CC(=NC2=C1)N(C1CCN(CC1)C(=O)OC(C)(C)C)CC=1C=NN(C1)C1OCCCC1 tert-butyl 4-[(7-chloro-1,6-naphthyridin-2-yl)([[1-(oxan-2-yl)pyrazol-4-yl]methyl])amino]piperidine-1-carboxylate